3-(3-(tert-butyl(methyl)carbamoyl)-1-(3,5-dimethoxyphenyl)-7-methoxy-1,4-dihydrochromeno[4,3-c]pyrazol-8-yl)-5-carbamoylpyridine 1-oxide C(C)(C)(C)N(C(=O)C=1C2=C(N(N1)C1=CC(=CC(=C1)OC)OC)C=1C=C(C(=CC1OC2)OC)C=2C=[N+](C=C(C2)C(N)=O)[O-])C